4-[1-(5,6,7,8-tetrahydro-3,5,5,8,8-pentamethyl-2-naphthalenyl)ethenyl]benzoic acID CC=1C(=CC=2C(CCC(C2C1)(C)C)(C)C)C(=C)C1=CC=C(C(=O)O)C=C1